6-(3-methoxybenzyl)-4-methyl-2-(phenylsulfonyl)-4,6-dihydro-5H-thiazolo[5',4':4,5]pyrrolo[2,3-d]pyridazin-5-one COC=1C=C(CN2N=CC3=C(C2=O)N(C2=C3SC(=N2)S(=O)(=O)C2=CC=CC=C2)C)C=CC1